2-nitro-3,4-dioxo-3,4-dihydronaphthalene-1-amine [N+](=O)([O-])C1=C(C2=CC=CC=C2C(C1=O)=O)N